Br.FC(C1=CC2=C(NC(=N2)[C@H](C)N)C=C1)(F)F (S)-1-(5-(trifluoromethyl)-1H-benzo[d]imidazol-2-yl)ethan-1-amine hydrobromide